C(C1=CC=CC=C1)N1CCC(CC1)N(C(=O)C=1OC=CC1)C1=CC=C(C=C1)Br N-(1-benzylpiperidin-4-yl)-N-(4-bromophenyl)-2-furoamide